FC=1C=NC(=NC1)NC=1C=NN(C1)C 5-Fluoro-2-((1-methyl-1H-pyrazol-4-yl)amino)pyrimidin